2-(((R)-1-(3,7-dimethyl-4-oxo-2-(((S)-tetrahydrofuran-3-yl)oxy)-4H-pyrido[1,2-a]pyrimidin-9-yl)ethyl)amino)benzoic acid CC1=C(N=C2N(C1=O)C=C(C=C2[C@@H](C)NC2=C(C(=O)O)C=CC=C2)C)O[C@@H]2COCC2